C(C)C1=C(C=CC=C1)NC(=O)C1=CN(C2=C1C(N(C=C2C)C)=O)C N-(2-ethylphenyl)-1,5,7-trimethyl-4-oxo-4,5-dihydro-1H-pyrrolo[3,2-c]pyridine-3-carboxamide